NC1=C(C=C(C=2C(C3=CC=CC=C3C(C12)=O)=O)NC1CCCCC1)S(=O)(=O)[O-] 1-amino-4-(cyclohexylamino)-9,10-dihydro-9,10-dioxoanthracen-2-sulfonat